C1(CC1)C1=CC=C(C2=CC=CC=C12)NC1=NC(=NC2=CC=CC=C12)S 4-((4-Cyclopropylnaphthalen-1-yl)amino)quinazoline-2-thiol